C(#N)C1=CC=C(C=C1)CNC(=O)C1=CC=2C(=NC=C(N2)N2C(N(CC2)C)=O)N(C1=O)CC(=O)OC(C)(C)C tert-butyl [7-{[(4-cyanophenyl)methyl]carbamoyl}-2-(3-methyl-2-oxoimidazolidin-1-yl)-6-oxopyrido[2,3-b]pyrazin-5(6H)-yl]acetate